C1CCC2=CC(=CC=C12)C=1NC(C=2N(C1)N=C(C2)C(=O)N[C@H](C(C)(C)O)C2=CC=C(C=C2)F)=O 6-(2,3-Dihydro-1H-inden-5-yl)-N-[(1S)-1-(4-fluorophenyl)-2-hydroxy-2-methylpropyl]-4-oxo-4,5-dihydropyrazolo[1,5-a]pyrazine-2-carboxamide